FC1CC(CC1F)CN1N=C(C(=C1C(=O)NC1=CC(=NC=C1)S(=O)(=O)C)C)C(C)(F)F 1-((3,4-difluorocyclopentyl)methyl)-3-(1,1-difluoroethyl)-4-methyl-N-(2-(methylsulfonyl)pyridin-4-yl)-1H-pyrazole-5-carboxamide